tert-butyl (3S)-3-(2-azaspiro[3.3]heptane-2-carbonyl)-3,4-dihydro-1H-isoquinoline-2-carboxylate C1N(CC12CCC2)C(=O)[C@H]2N(CC1=CC=CC=C1C2)C(=O)OC(C)(C)C